FC(C(=O)O)(F)F.FC(C(=O)O)(F)F.FC(C(=O)O)(F)F.N1CCC(CC1)C(=O)OC(C(CCCC)NC([C@@H](CCC1CC1)NC([C@@H](CC1=CC=CC=C1)N)=O)=O)=O [2-[[(2R)-2-[[(2R)-2-amino-3-phenyl-propionyl] amino]-4-cyclopropyl-butyryl] amino] hexanoyl] piperidine-4-carboxylate tritrifluoroacetate